3,9-dihydroxydodecanoic acid OC(CC(=O)O)CCCCCC(CCC)O